2-((tert-butyldimethylsilyl)oxyethyl)-3-(trifluoromethyl)bicyclo[1.1.1]pentan-1-amine [Si](C)(C)(C(C)(C)C)OCCC1C2(CC1(C2)C(F)(F)F)N